N-(cis-3-ethoxycyclobutyl)-5-(3-(2-methoxyethyl)-2-methyl-3H-imidazo[4,5-b]pyridin-5-yl)pyrrolo[2,1-f][1,2,4]triazin-2-amine C(C)O[C@H]1C[C@H](C1)NC1=NN2C(C=N1)=C(C=C2)C2=CC=C1C(=N2)N(C(=N1)C)CCOC